(5-((benzylamino) methyl)-2-furyl) trifluoromethanesulfonate FC(S(=O)(=O)OC=1OC(=CC1)CNCC1=CC=CC=C1)(F)F